butylbromine C(CCC)Br